1-[2-(ethoxymethyl)-9-methoxy-imidazo[4,5-c]quinolin-1-yl]-2-methyl-2-propanol C(C)OCC=1N(C2=C(C=NC=3C=CC=C(C23)OC)N1)CC(C)(O)C